N=1N=C(N2C1C=CC=C2)N[C@H]2C[C@H](CCC2)NC2=CC(=NC=1N2N=C(C1)C(F)(F)F)C(F)(F)F (1R,3S)-N1-([1,2,4]Triazolo[4,3-a]pyridin-3-yl)-N3-(2,5-bis(trifluoromethyl)pyrazolo[1,5-a]pyrimidin-7-yl)cyclohexane-1,3-diamine